O1CCN(CC1)CCC1=NN=C(O1)[C@@]12CN(C[C@]2(C1)C(F)(F)F)C1=C2C=CC=NC2=C(C=C1)C#N 5-((1S,5R)-1-(5-(2-morpholinoethyl)-1,3,4-oxadiazol-2-yl)-5-(trifluoromethyl)-3-azabicyclo[3.1.0]hexan-3-yl)quinoline-8-carbonitrile